C1(CC1)[C@H](NC(NC=1C=CC(=NC1)S(=O)(=O)N)=O)C=1OC2=C(C1C)C=C(C=C2)F (S)-5-(3-(cyclopropyl-(5-fluoro-3-methylbenzofuran-2-yl)methyl)ureido)pyridine-2-sulfonamide